3-[5-[4-[[4-[(3,3-dimethylpiperazin-1-yl)methyl]-1-piperidyl]methyl]-1-piperidyl]-3-methyl-2-oxobenzimidazol-1-yl]piperidine-2,6-dione CC1(CN(CCN1)CC1CCN(CC1)CC1CCN(CC1)C1=CC2=C(N(C(N2C)=O)C2C(NC(CC2)=O)=O)C=C1)C